N-laurylmethacrylamide C(CCCCCCCCCCC)NC(C(=C)C)=O